2-chloro-7-(2-chlorophenethyl)-7H-pyrrolo[2,3-d]pyrimidine ClC=1N=CC2=C(N1)N(C=C2)CCC2=C(C=CC=C2)Cl